(2R,4R)-4-ethoxy-1-(5-methyl-1,6-dihydro-2H-furo[3,2-e]indol-1-yl)piperidin C(C)OC1CCN(CC1)C1COC=2C1=C1C=CNC1=C(C2)C